FC=1C=CC2=C(CN(C3=NC4=C(C(NCCO2)=O)C=NN4C=C3)C3CN(CC3)C)C1 11-fluoro-14-(1-methylpyrrolidin-3-yl)-6,7,13,14-tetrahydro-1,15-ethenopyrazolo[4,3-f][1,4,8,10]benzoxatriazacyclotridecin-4(5H)-one